propanesulfonic acid 2-propynyl ester C(C#C)OS(=O)(=O)CCC